4-amino-5-bromo-3-chloro-6-(2,5-difluoro-4-(trimethylsilyl)phenyl)-pyridine-2-carboxylic acid methyl ester COC(=O)C1=NC(=C(C(=C1Cl)N)Br)C1=C(C=C(C(=C1)F)[Si](C)(C)C)F